C1(CCCCC1)CN1C=NC(=C1)C=1C(=C(C(=CC1)O)C1CC(NS1(=O)=O)=O)F 5-(3-(1-(cyclohexylmethyl)-1H-imidazol-4-yl)-2-fluoro-6-hydroxyphenyl)isothiazolin-3-one 1,1-dioxide